rac-6-fluoro-N-{[4-(1-fluorocyclopropyl)-2,5-dioxoimidazolidin-4-yl]methyl}-4'-(trifluoromethyl)[biphenyl]-2-carboxamide FC=1C=CC=C(C1C1=CC=C(C=C1)C(F)(F)F)C(=O)NC[C@]1(NC(NC1=O)=O)C1(CC1)F |r|